C(C1=CC=CC=C1)N1C2=C(OC(C1=O)CC)C=C(C=C2)[N+](=O)[O-] 4-benzyl-2-ethyl-7-nitro-2H-benzo[b][1,4]oxazin-3(4H)-one